4-(trifluoromethyl)-2,3-dihydro-1H-indole FC(C1=C2CCNC2=CC=C1)(F)F